1-(1H-Benzo[d]imidazol-6-yl)-5-(2,3-difluorophenyl)-3-methoxy-4-methyl-1H-pyrrol-2(5H)-on N1C=NC2=C1C=C(C=C2)N2C(C(=C(C2C2=C(C(=CC=C2)F)F)C)OC)=O